tert-butyl 5-(difluoromethyl)-7-(N-methyl-N-(2-oxo-2-((4-(tetrahydro-2H-pyran-4-yl)-3,4-dihydro-2H-benzo[b][1,4]oxazin-7-yl)amino)ethyl)sulfamoyl)-1H-indazole-1-carboxylate FC(C=1C=C2C=NN(C2=C(C1)S(N(CC(NC=1C=CC2=C(OCCN2C2CCOCC2)C1)=O)C)(=O)=O)C(=O)OC(C)(C)C)F